5-chloro-2-(difluoromethyl)-N-((1r,4r)-4-((7-fluoro-3-(6-(methylamino)pyridin-3-yl)-2-oxo-2,3-dihydro-1H-benzo[d]imidazol-1-yl)methyl)cyclohexyl)nicotinamide ClC=1C=NC(=C(C(=O)NC2CCC(CC2)CN2C(N(C3=C2C(=CC=C3)F)C=3C=NC(=CC3)NC)=O)C1)C(F)F